ETHYL 2-OXO-5-(TRIFLUOROMETHOXY)-4'H-SPIRO[INDOLINE-3,5'-ISOXAZOLE]-3'-CARBOXYLATE O=C1NC2=CC=C(C=C2C12CC(=NO2)C(=O)OCC)OC(F)(F)F